[O].[Zr].[Sn] tin zirconium oxygen